bishydroxyethyl 2,6-naphthalenedicarboxylate C1=C(C=CC2=CC(=CC=C12)C(=O)OCCO)C(=O)OCCO